4,5-dichloro-N-phenylpyridin-2-amine ClC1=CC(=NC=C1Cl)NC1=CC=CC=C1